N-[[6-[(6-Methyl-2-pyridyl)oxy]-2-pyridyl]sulfonyl]-2-(2,2,4-trimethylpyrrolidin-1-yl)pyridin-3-carboxamid CC1=CC=CC(=N1)OC1=CC=CC(=N1)S(=O)(=O)NC(=O)C=1C(=NC=CC1)N1C(CC(C1)C)(C)C